12-ethyl dodecanedioate C(CCCCCCCCCCC(=O)OCC)(=O)[O-]